2,5-bis(pyridin-4-yl)thiazolo[5,4-D]thiazole N1=CC=C(C=C1)C=1SC=2N=C(SC2N1)C1=CC=NC=C1